BrC=1C(=C2COC(C2=CC1)=O)OC[C@H]1CN(CCN1)C(=O)OC(C)(C)C tert-butyl (R)-3-(((5-bromo-1-oxo-1,3-dihydroisobenzofuran-4-yl)oxy)methyl)piperazine-1-carboxylate